3-(N,N-dimethylaminosulfonylmethyl)-2-oxo-indole CN(C)S(=O)(=O)CC=1C(N=C2C=CC=CC12)=O